diheptyl 8,8'-((3-((8-(heptyloxy)-8-carbonyloctyl)(2-hydroxyethyl)amino)propyl)azanediyl)dioctanoate C(CCCCCC)OC(CCCCCCCN(CCCN(CCCCCCCC(=O)OCCCCCCC)CCCCCCCC(=O)OCCCCCCC)CCO)=C=O